4-[3-[2,6-Dichloro-4-[(1S,4S)-2-oxa-5-azabicyclo[2.2.1]heptan-5-yl]benzoyl]-2,4-dihydro-1,3-benzoxazin-8-yl]-5-fluoro-2-(3-oxa-8-azabicyclo[3.2.1]octan-8-yl)benzoic acid ClC1=C(C(=O)N2COC3=C(C2)C=CC=C3C3=CC(=C(C(=O)O)C=C3F)N3C2COCC3CC2)C(=CC(=C1)N1[C@@H]2CO[C@H](C1)C2)Cl